COC(=O)C1=CC=2C(N(C(=NC2)C)C2=CC=C(C=C2)[C@@H](C)O)=NC1=O 1-(4-(1-(R)-hydroxyethyl)phenyl)-2-methyl-7-oxopyrido[2,3-d]pyrimidine-6-carboxylic acid methyl ester